4-{(1S,4R)-5-[(1-methylethyl)sulfonyl]-2,5-diazabicyclo[2.2.1]hept-2-yl}-2-(1-methyl-1H-pyrazol-4-yl)pyrimidine-5-carbonitrile CC(C)S(=O)(=O)N1[C@H]2CN([C@H](C1)C2)C2=NC(=NC=C2C#N)C=2C=NN(C2)C